C(CC)C(C)(N[Y](NC(C)(CCC)CCC)NC(C)(CCC)CCC)CCC tris(di-n-propyl-ethylamino)yttrium